ClC1=C(OC=2C=C(C(NN2)=O)C(C)C)C(=CC(=C1)N1NC(NC1=O)(C)C)Cl 6-(2,6-dichloro-4-(3,3-dimethyl-5-oxo-1,2,4-triazolidin-1-yl)phenoxy)-4-isopropylpyridazin-3(2H)-one